C(C)(C)(C)OC(CC[C@@H](C(=O)N)N1C(C2=CC=C(C=C2C1)C[C@@H]1[C@H](CCC(C1)CO)NC(=O)OC(C)(C)C)=O)=O (4S)-5-amino-4-(5-(((1R,2S)-2-((tert-butoxycarbonyl)amino)-5-(hydroxymethyl)cyclohexyl)methyl)-1-oxoisoindolin-2-yl)-5-oxopentanoic acid tert-butyl ester